[Si](C)(C)(C(C)(C)C)OC1=CC=C2C3=C(C(OC2=C1)=O)C=C(C=C3)C#CC3(CCC3)O 3-((Tert-butyldimethylsilyl)oxy)-8-((1-hydroxycyclobutyl)ethynyl)-6H-benzo[c]chromen-6-one